C[C@@H]1N(C2=C(C=CC=C2N(C1)C)C)S(=O)(=O)C1=C(C=C(C=C1)N1C=NC(=C1)C)C |r| rac-(2S)-2,4,8-trimethyl-1-[2-methyl-4-(4-methylimidazol-1-yl)phenyl]sulfonyl-2,3-dihydroquinoxaline